O1COC2=C1C=CC(=C2)C=2C=C(C=CC2)[C@H](CC(=O)[O-])NC(=O)NC=2C(N(C=CC2[O-])C)=O.[Na+].[Na+] Natrium (S)-3-(3-(Benzo[d][1,3]dioxol-5-yl)phenyl)-3-(3-(1-methyl-4-oxido-2-oxo-1,2-dihydropyridin-3-yl)ureido)propanoat